ClC1=C(C(=O)NC=2C=C3C=C(N(C3=CC2)C)C(=O)NCC2=CC(=CC=C2)Br)C=C(C=C1)CNC(C(C)C)=O 5-(2-chloro-5-(isobutyrylaminomethyl)benzoylamino)-N-(3-bromobenzyl)-1-methyl-1H-indole-2-carboxamide